N,N'-bis(6-hydroxyhexyl)terephthalamide tert-butyl-(3-((5-fluoro-2-((4-(2-methoxyethoxy)phenyl)amino)pyrimidin-4-yl)amino)propyl)carbamate C(C)(C)(C)N(C(O)=O)CCCNC1=NC(=NC=C1F)NC1=CC=C(C=C1)OCCOC.OCCCCCCNC(C1=CC=C(C(=O)NCCCCCCO)C=C1)=O